O1CCC(CC1)N1C=NC=2C1=NC(=CC2N2CCOCC2)N2N=C(C=C2)C=2C=C(C=CC2)C 4-(3-(tetrahydro-2H-pyran-4-yl)-5-(3-(m-tolyl)-1H-pyrazol-1-yl)-3H-imidazo[4,5-b]pyridin-7-yl)morpholine